3-[2-(trifluoromethyl)-2'-fluoro-4'-bromobenzhydryloxy]-N-(tert-butyl)azetidine-carboxamide FC(C1=C(C(C2=C(C=C(C=C2)Br)F)OC2CN(C2)C(=O)NC(C)(C)C)C=CC=C1)(F)F